BrCCC1=CC=CC2=CC=CC=C12 1-(2-bromoethyl)naphthalene